1-(trans-4-(3-chloro-4-fluorophenyl)-1-(2-methoxyethyl)pyrrolidin-3-yl)-3-(1',4-dimethyl-1-phenyl-1H,1'H-[3,4'-bipyrazol]-5-yl)urea ClC=1C=C(C=CC1F)[C@H]1[C@@H](CN(C1)CCOC)NC(=O)NC1=C(C(=NN1C1=CC=CC=C1)C=1C=NN(C1)C)C